(S)-N6-(2-(1-(benzo[b]thiophen-4-yl)piperidin-4-yl)ethyl)-N6-propyl-4,5,6,7-tetrahydrobenzo[d]thiazole-2,6-diamine S1C2=C(C=C1)C(=CC=C2)N2CCC(CC2)CCN([C@@H]2CC1=C(N=C(S1)N)CC2)CCC